ClC=1C(N(C=CC1OCC1=NC=C(C=C1F)F)C1=CC(=NC(=C1C)C)N1N=C(C=C1)C(C)(C)O)=O (R)-3-chloro-4-((3,5-difluoroPyridin-2-yl)methoxy)-2'-(3-(2-hydroxypropan-2-yl)-1H-pyrazol-1-yl)-5',6'-dimethyl-2H-[1,4'-bipyridyl]-2-one